mannosyl-trityl thiol C1([C@@H](O)[C@@H](O)[C@H](O)[C@H](O1)CO)C1=C(C(C2=CC=CC=C2)(C2=CC=CC=C2)S)C=CC=C1